FC=1C=CC(=NC1)N1C(C2=C(CC1)N=C(S2)COC2=CC=CC=C2)=O (5-fluoro-2-pyridinyl)-6,7-dihydro-2-(phenoxymethyl)-thiazolo[5,4-c]pyridin-4(5H)-one